4-(1,2,3,4-tetrahydronaphthalen-2-yl)-1H-1,2,3-triazole-5-carboxylic acid 2,2,2-trifluoroacetate FC(C(=O)O)(F)F.C1C(CCC2=CC=CC=C12)C=1N=NNC1C(=O)O